lead-zinc-mercury-antimony-gold [Au].[Sb].[Hg].[Zn].[Pb]